CC1=C(C=C(C=N1)NC(C1=CC=C(C=C1)C1CN(CC1)C)=O)NC1=NC=CC(=N1)C=1C=NC=CC1 N-[6-Methyl-5-(4-pyridin-3-yl-pyrimidin-2-ylamino)-pyridin-3-yl]-4-(1-methyl-pyrrolidin-3-yl)-benzamide